ON1C=CC2=CC=CC=C12 hydroxy-1H-indol